tert-butyl 1-[1-(2,6-dioxo-3-piperidyl)-3-methyl-2-oxo-benzimidazol-5-yl]piperidine-4-carboxylate O=C1NC(CCC1N1C(N(C2=C1C=CC(=C2)N2CCC(CC2)C(=O)OC(C)(C)C)C)=O)=O